N-((S)-(4,4-difluorocyclohexyl)(5-(((S)-2-oxo-4-(trifluoromethyl)imidazolidin-1-yl)methyl)-benzo[d]oxazol-2-yl)methyl)-1-methyl-1H-pyrazole-5-carboxamide FC1(CCC(CC1)[C@H](NC(=O)C1=CC=NN1C)C=1OC2=C(N1)C=C(C=C2)CN2C(N[C@@H](C2)C(F)(F)F)=O)F